CC(C(=O)N1CC=2NN=C(C2C1)C(=O)N1CCC(CC1)C1=C(C=CC=C1)C(F)(F)F)C 2-methyl-1-(3-(4-(2-(trifluoromethyl)phenyl)piperidin-1-carbonyl)-4,6-dihydropyrrolo[3,4-c]pyrazol-5(1H)-yl)propan-1-one